(S)-4-(cyclopropyl(4-(5,6,7,8-tetrahydro-1,8-naphthyridin-2-yl)butyl)amino)-2-((((3-(trifluoromethoxy)benzyl)oxy)carbonyl)amino)butanoic acid C1(CC1)N(CC[C@@H](C(=O)O)NC(=O)OCC1=CC(=CC=C1)OC(F)(F)F)CCCCC1=NC=2NCCCC2C=C1